OC(CC(=O)[O-])C β-hydroxy-butyrate